ClC1=CC(=C(C=C1C#N)NS(=O)(=O)C=1C=C(C(=O)OC)C=CC1C1CC1)C1=NC=CC=C1 Methyl 3-(N-(4-chloro-5-cyano-2-(pyridin-2-yl)phenyl)sulfamoyl)-4-cyclopropylbenzoate